FC1=CC=C(C=C1)C1=CC(=C(C=C1)CNC(C=C)=O)C1CN(CC1)C N-((4'-fluoro-3-(1-methylpyrrolidin-3-yl)-[1,1'-biphenyl]-4-yl)methyl)acrylamide